2-(3-fluorophenyl)-1,4-diphenylbutane-1,4-dione FC=1C=C(C=CC1)C(C(=O)C1=CC=CC=C1)CC(=O)C1=CC=CC=C1